2-(5-(3,5-dichlorophenyl)-2-(ethylthio)pyrazolo[1,5-a]pyrimidin-3-yl)-3-methyl-6-(trifluoromethyl)-3H-imidazo[4,5-c]pyridine ClC=1C=C(C=C(C1)Cl)C1=NC=2N(C=C1)N=C(C2C2=NC1=C(C=NC(=C1)C(F)(F)F)N2C)SCC